vinylene hexanate C(CCCCC)(=O)O.C#C